[C@H]12OC[C@H](N(C1)C1CCN(CC1)C1=C(C=C(C(=C1)OC)NC1=NC=NC(=C1)N1OCC[C@@H]1CC1=C(C(=CC=C1)Cl)OC)NC(C=C)=O)C2 N-(2-(4-((1R,4R)-2-oxa-5-azabicyclo[2.2.1]heptane-5-yl)piperidine-1-yl)-5-((6-((S)-3-(3-chloro-2-methoxybenzyl)isoxazolidine-2-yl)pyrimidine-4-yl)amino)-4-methoxyphenyl)acrylamide